C(C)(=O)NC1=C(C(=NN1CC(=O)OCC)C1=CC=CC=C1)I Ethyl 2-(5-acetamido-4-iodo-3-phenyl-1H-pyrazol-1-yl)acetate